C(CCCCCCC)OC(CCCC/C=C/CCO)OCCCCCCCC (3E)-9,9-dioctyloxy-3-nonen-1-ol